oxobutane CCC(=O)C